4-(4-chloro-6-cyclopropylpyridin-2-yl)morpholine ClC1=CC(=NC(=C1)C1CC1)N1CCOCC1